COC(=O)C=1SC(=CC1)CC1CCN(CC1)C 5-((1-methylpiperidin-4-yl)methyl)thiophene-2-carboxylic acid methyl ester